sodium dioctyl 2-(phosphoethyl)succinate P(=O)(=O)CCC(C(=O)OCCCCCCCC)CC(=O)OCCCCCCCC.[Na]